N1(N=CN=C1)C1=CC=C(CN2C3=NC(=NC=C3NC2=O)C2=C(C=CC=C2)C(C)C)C=C1 9-(4-(1H-1,2,4-triazol-1-yl)benzyl)-2-(2-isopropylphenyl)-7,9-dihydro-8H-purin-8-one